2,3,4,5-Tetrahydro-1H-1λ4-benzo[f][1,4]thiazepine [SH2]1CCNCC2=C1C=CC=C2